(R)-2,2-difluoro-2-(3-(1-((8-methoxy-7-(tetrahydro-2H-pyran-4-yl)pyrazolo[1,5-a]quinazolin-5-yl)amino)ethyl)phenyl)ethanol FC(CO)(C1=CC(=CC=C1)[C@@H](C)NC1=NC=2N(C3=CC(=C(C=C13)C1CCOCC1)OC)N=CC2)F